5,7-bis((2,2,2-trifluoroethoxy)methyl)hexahydrofuro[3,4-b][1,4]dioxine FC(COCC1OC(C2OCCOC21)COCC(F)(F)F)(F)F